((3as,5r,7as)-1-isopropyl-3,3,5,7-tetramethyloctahydrobenzo[c]isoxazol-5-yl)-4-methylbenzonitrile C(C)(C)N1OC([C@@H]2[C@@H]1C(C[C@@](C2)(C)C2=C(C#N)C=CC(=C2)C)C)(C)C